The molecule is a sulfonamide consisting of pyrimidine with a methyl substituent at the 4-position and a 4-aminobenzenesulfonamido group at the 2-position. It has a role as an antiinfective agent and a drug allergen. It is a member of pyrimidines, a sulfonamide and a sulfonamide antibiotic. It derives from a sulfanilamide. CC1=NC(=NC=C1)NS(=O)(=O)C2=CC=C(C=C2)N